[N+](=O)([O-])C1=CN=C(S1)SC=1N(C(NN1)=O)C1=CC=C(C=C1)OCC#C 5-((5-nitrothiazol-2-yl)thio)-4-(4-(prop-2-yn-1-yloxy)phenyl)-2,4-dihydro-3H-1,2,4-triazol-3-one